1-(((5S,7S)-3-(5-(2-Hydroxypropan-2-yl)pyrazin-2-yl)-7-methyl-2,8-dioxo-1-oxa-3-azaspiro[4.5]decan-7-yl)methyl)-1H-benzo[d]imidazole-6-carbonitrile OC(C)(C)C=1N=CC(=NC1)N1C(O[C@]2(C1)C[C@@](C(CC2)=O)(C)CN2C=NC1=C2C=C(C=C1)C#N)=O